O=C1NC(CCC1N1C(C2=CC=C(C=C2C1=O)OCCOCCN1[C@H](CN(CC1)C1=NC=NC(=C1)C1=NNC2=CC=C(C=C12)OC1(CC1)C)C)=O)=O 2-(2,6-dioxopiperidin-3-yl)-5-(2-{2-[(2S)-2-methyl-4-{6-[5-(1-methylcyclopropoxy)-1H-indazol-3-yl]pyrimidin-4-yl}piperazin-1-yl]ethoxy}ethoxy)-2,3-dihydro-1H-isoindole-1,3-dione